5-(3-(1-methyl-1H-indol-3-yl)acryloyl)-1,3-dimethyl-1,3-dihydro-2H-benzo[d]imidazol-2-one CN1C=C(C2=CC=CC=C12)C=CC(=O)C1=CC2=C(N(C(N2C)=O)C)C=C1